C(C)(C)(C)OOC(C(=O)O)C(CC(C)C)(C)C.C1([C@@H](O)[C@H](O)[C@H](O)[C@@H](O1)C)[C@]1([C@H]([C@H](O[C@H]2[C@@H]([C@H](C(O)O[C@@H]2CO)O)O)O[C@@H]([C@@H]1O)CO)O)O 3'-fucosyl-lactose t-butylperoxy(3,3,5-trimethylhexanoate)